6,7-dihydro-8(5H)-indolizinone C=1C=CN2CCCC(C12)=O